NC1=C(C=C(C=N1)NC(C(N1C(CCCC1)C=1SC=CC1)=O)=O)C N-(6-amino-5-methylpyridin-3-yl)-2-oxo-2-(2-(Thiophen-2-yl)piperidin-1-yl)Acetamide